BrC=1C=C(C(=NC1)C=1OC2=C(C=CC=C2C(C1)=O)Cl)OCCC(=O)O 3-[[5-bromo-2-(8-chloro-4-oxo-chromen-2-yl)-3-pyridyl]oxy]propanoic acid